C(C)N(C)[Mo+2](N(CC)C)(N(CC)C)N(CC)C Tetrakis(ethylmethylamino)molybdenum(VI)